dicyano-trimethylbenzene C(#N)C1=CC(=C(C(=C1C)C)C)C#N